O1CCN(CC1)CCCNC1=C(C=C(C=C1)S(=O)(=O)N)S(=O)(=O)C(F)(F)F 4-(3-morpholinopropylamino)-3-(trifluoromethylsulfonyl)benzenesulfonamide